C(C(=C)C)(=O)OCCNC(C)(C)C tert.Butylaminoethyl methacrylate